2-((3-(5-propyl-1,2,4-oxadiazol-3-yl)benzyl)oxy)isoindole-1,3-dione C(CC)C1=NC(=NO1)C=1C=C(CON2C(C3=CC=CC=C3C2=O)=O)C=CC1